OCC([C@@H](C[C@@H]1C(NCC1)=O)NC(=O)[C@H]1N(C2CCC1CC2)C(=O)C2=CC1=C(N2)C=C(S1)C)=O (S)-N-((R)-4-Hydroxy-3-oxo-1-((R)-2-oxopyrrolidin-3-yl)butan-2-yl)-2-(2-methyl-4H-thieno[3,2-b]pyrrole-5-carbonyl)-2-azabicyclo[2.2.2]octane-3-carboxamide